4-bromo-1-methyl-2-nitro-benzene BrC1=CC(=C(C=C1)C)[N+](=O)[O-]